FC=1C(=NC(=NC1)NC1=NC=C(C=C1)N1CCN(CC1)C)NC1=CC(=CC=C1)C(F)(F)F 5-fluoro-N2-(5-(4-methylpiperazin-1-yl)pyridin-2-yl)-N4-(3-(trifluoromethyl)phenyl)pyrimidine-2,4-diamine